2-(4-azidophenoxy)ethaneN N(=[N+]=[N-])C1=CC=C(OC=C)C=C1